2-methyl-3H-1,2,3-triazole CN1NC=CN1